BrC1=C2CCN(C(C2=CC(=C1)CO)=O)C(C)C1=NC=C(C#N)C(=C1)OCC 6-(1-(5-Bromo-7-(hydroxymethyl)-1-oxo-3,4-dihydroisoquinolin-2(1H)-yl)ethyl)-4-ethoxynicotinonitrile